BrC=1C=CC(=C(C1)NC(CC1=CC=C(C=C1)C(F)(F)F)=S)I N-(5-bromo-2-iodophenyl)-2-(4-(trifluoromethyl)phenyl)thioacetamide